CN1N=C(N=C1)Br 1-methyl-3-bromo-1H-1,2,4-triazole